ClCCOC 2-chloroethylmethyl ether